NC1=CC(=NC(=N1)SC)N1CCN(CC1)C(=O)OCC1=CC=CC=C1 benzyl 4-(6-amino-2-methylsulfanyl-pyrimidin-4-yl)piperazine-1-carboxylate